[5-(1H-benzimidazol-2-yl)-1-[(4-methoxyphenyl)methyl]pyrazol-3-yl]-6-chloro-pyridazine-3-carboxamide N1C(=NC2=C1C=CC=C2)C2=CC(=NN2CC2=CC=C(C=C2)OC)C2=C(N=NC(=C2)Cl)C(=O)N